FC1=C(C=C(C=C1)F)C1N(CCC1)C=1N=C2C(=CC=NC2=CC1)N 6-(2-(2,5-difluorophenyl)pyrrolidin-1-yl)-1,5-naphthyridin-4-amine